NC1=NC(=CC(=N1)C=1C(=C(C#N)C=CC1)C)C=1N=NN(C1)CC1=CN=C2N1C=CC=C2 3-(2-amino-6-(1-(imidazo[1,2-a]pyridin-3-ylmethyl)-1H-1,2,3-triazol-4-yl)pyrimidin-4-yl)2-methylbenzonitrile